1-((2-(2-(2-hydroxyethoxy)ethoxy)ethyl)amino)anthracene-9,10-dione OCCOCCOCCNC1=CC=CC=2C(C3=CC=CC=C3C(C12)=O)=O